di(hydroxyethyl)methyl-ammonium methyl-sulfate Tert-butyl-(2-((5-cyclopropyl-6-(2-(ethoxymethoxy)-4-formylphenyl)pyridazin-3-yl)amino)-2-oxoethyl)(methyl)carbamate C(C)(C)(C)OC(N(C)CC(=O)NC=1N=NC(=C(C1)C1CC1)C1=C(C=C(C=C1)C=O)OCOCC)=O.COS(=O)(=O)[O-].OCC[NH+](C)CCO